ClC1=C(C=CC(=C1)CNCCC(=O)NCCCNC1=C2C=NNC2=CC(=C1)C1CCOCC1)C1=CC=CC=C1 3-(((2-chloro-[1,1'-biphenyl]-4-yl)methyl)amino)-N-(3-((6-(tetrahydro-2H-pyran-4-yl)-1H-indazol-4-yl)amino)propyl)propanamide